FC=1C=C(C=CC1F)N1N=NC(=C1)C(CC)N1C=C(C2=C1N=CN=C2N)C=2C=NC(=NC2)C(F)(F)F 7-{1-[1-(3,4-Difluorophenyl)-1H-1,2,3-triazol-4-yl]propyl}-5-[2-(trifluoromethyl)pyrimidin-5-yl]-7H-pyrrolo[2,3-d]pyrimidin-4-amine